2-methyl-9,10-bis(n-pentoxy)anthracene CC1=CC2=C(C3=CC=CC=C3C(=C2C=C1)OCCCCC)OCCCCC